C1(CCC1)CNCC=1C=CC=2N(C1)C=C(N2)CN2N=NC(=C2)C2=C1C=NNC1=C(C=C2)F N-(cyclobutylmethyl)-1-[2-[[4-(7-fluoro-1H-indazol-4-yl)triazol-1-yl]methyl]imidazo[1,2-a]pyridin-6-yl]methanamine